Cl.CC(C)[C@@H](CCCC)N (3R)-2-methylheptan-3-amine hydrochloride